(S)-N-((S)-8-Cyclopropyl-1-(5-(7-methoxy-2-methylchinolin-6-yl)oxazol-2-yl)-7-oxooctyl)-6-ethyl-6-azaspiro[2.5]octan-1-carboxamid C1(CC1)CC(CCCCC[C@@H](C=1OC(=CN1)C=1C=C2C=CC(=NC2=CC1OC)C)NC(=O)[C@H]1CC12CCN(CC2)CC)=O